3-bromo-5-(5-methyl-1H-pyrazol-1-yl)aniline BrC=1C=C(N)C=C(C1)N1N=CC=C1C